CN1C(=NC(=C1)S)C1=CC(=CC=C1)C(F)(F)F 1-methyl-2-(3-trifluoromethylphenyl)-4-mercaptoimidazole